O1COC2=C1C=CC(=C2)CNC2=NC=C(C=N2)C2=NNC(O2)=O 5-(2-((benzo[d][1,3]dioxol-5-ylmethyl)amino)pyrimidin-5-yl)-1,3,4-oxadiazol-2(3H)-one